C(=O)(O)C(CC1=CC=C(C=C1)OCCOCCOCC)N1CCN(CCN(CCN(CC1)C(C(=O)O)CCO)C(C(=O)O)CCO)C(C(=O)O)CCO 2,2',2''-[10-(1-carboxy-2-{4-[2-(2-ethoxyethoxy)ethoxy]phenyl}ethyl)-1,4,7,10-tetraazacyclododecane-1,4,7-triyl]tris(4-hydroxybutanoic acid)